2-(4-(6-((4-chloro-6-(4,5,6,7-tetrahydro-1H-benzo[d][1,2,3]triazol-1-yl)pyridin-3-yl)methoxy)pyridin-2-yl)-2,5-difluorobenzyl)-1-(2-methoxyethyl)-1H-benzo[d]imidazole-6-carboxylic acid ClC1=C(C=NC(=C1)N1N=NC2=C1CCCC2)COC2=CC=CC(=N2)C2=CC(=C(CC1=NC3=C(N1CCOC)C=C(C=C3)C(=O)O)C=C2F)F